7-azidoheptan-1-amine N(=[N+]=[N-])CCCCCCCN